CC(=O)NC1=CC=CC=C1O The molecule is a member of the class of phenols that is 2-aminophenol in which one of the hydrogens attached to the amino group has been replaced by an acetyl group. A positional isomer of paracetamol which possesses anti-inflammatory, anti-arthritic and anti-platelet aggregation properties. It has a role as a platelet aggregation inhibitor, an anti-inflammatory agent, a xenobiotic metabolite, an apoptosis inducer, an antineoplastic agent and an antirheumatic drug. It is a member of phenols and a member of acetamides.